C12(C(C=C(CC1)C2(C)C)(C(=O)O)C(=O)O)C bornenedicarboxylic acid